5-(((trans-3-(3-cyclopropyl-4-(7-(3-hydroxypyrrolidin-1-yl)quinoxalin-2-yl)-1H-pyrazol-1-yl)cyclobutyl)methyl)amino)-2-(2,6-dioxopiperidin-3-yl)isoindoline-1,3-dione C1(CC1)C1=NN(C=C1C1=NC2=CC(=CC=C2N=C1)N1CC(CC1)O)[C@@H]1C[C@H](C1)CNC=1C=C2C(N(C(C2=CC1)=O)C1C(NC(CC1)=O)=O)=O